6-(4-(3-chloro-4-fluoro-phenyl)-1-(2-fluoroethyl)-1H-imidazol-5-yl)imidazo[1,2-a]pyridine ClC=1C=C(C=CC1F)C=1N=CN(C1C=1C=CC=2N(C1)C=CN2)CCF